CC1(CC(C1)(C1=NN=CN1C)C=1C=CC(=C(C1)NC(=O)C1=NC(=CN(C1=O)CC(F)(F)F)CNCC(C)C)F)C N-(5-(3,3-dimethyl-1-(4-methyl-4H-1,2,4-triazol-3-yl)cyclobutyl)-2-fluorophenyl)-6-((isobutylamino)methyl)-3-oxo-4-(2,2,2-trifluoroethyl)-3,4-dihydropyrazine-2-carboxamide